S(=O)(=O)(C1=CC=C(C)C=C1)OC[C@@H]1N(CC1)C(=O)OC(C)(C)C tert-butyl (R)-2-((tosyloxy)methyl)azetidine-1-carboxylate